C(C(=O)O)(=O)O.CN1CCN(CC1)CCCCNCC1=CC=C(C=C1)C1=C2C(=NC(=N1)C1=CC=C(C=C1)CNCCCCN1CCN(CC1)C)N(N=C2)C2=CC=CC=C2 4,6-Bis{4-[(4-(4-methylpiperazin-1-yl)butyl)aminomethyl]phenyl}-1-phenyl-1H-pyrazolo[3,4-d]pyrimidine oxalate